C(#N)[C@@]1(N(CCC1)C(=O)C1=NC(=C2N1CCC1=CC(=C(C=C21)C(=O)O)OC)C2=CC=C(C=C2)F)C (R)-3-(2-cyano-2-methylpyrrolidine-1-carbonyl)-1-(4-fluorophenyl)-8-methoxy-5,6-dihydroimidazo[5,1-a]isoquinoline-9-carboxylic acid